FC1CCC(C1)(C(=O)N(C)OC)CC1=C(C=CC(=C1)C1=NC=CC=N1)F 4-fluoro-1-(2-fluoro-5-(pyrimidin-2-yl)benzyl)-N-methoxy-N-methylcyclopentane-1-carboxamide